Trans-2-[4-[2-[(1R)-1-hydroxyethyl]-6-(methylamino)imidazo[4,5-c]pyridin-1-yl]cyclohexyl]acetonitrile fumarate C(\C=C\C(=O)O)(=O)O.O[C@H](C)C=1N(C2=C(C=NC(=C2)NC)N1)[C@@H]1CC[C@H](CC1)CC#N